C(#N)C[C@@H]1N(CCN(C1)C=1C2=C(N=C(N1)OC[C@H]1N(CCC1)C(C)C)CN(CC2)C2=CC=CC1=CC=CC=C21)C(=O)OCC2=CC=CC=C2 Benzyl (2S)-2-(cyanomethyl)-4-[2-[[(2S)-1-isopropylpyrrolidin-2-yl] methoxy]-7-(1-naphthyl)-6,8-dihydro-5H-pyrido[3,4-d]pyrimidin-4-yl]piperazine-1-carboxylate